C(C)(=O)C=1C=CC(=C(C1)C=1C2=C(C(N(C1)C)=O)SC(=C2)C(=O)NC)OC2=C(C=C(C=C2C)F)C 4-(5-acetyl-2-(4-fluoro-2,6-dimethylphenoxy)phenyl)-N,6-dimethyl-7-oxo-6,7-dihydrothieno[2,3-c]pyridine-2-carboxamide